(8AS)-3-(2-amino-7-fluorobenzo[d]thiazol-4-yl)-2-fluoro-8,8a,9,10,11,12-hexahydro-7H,14H-pyrazino[1',2':5,6][1,5]diazocino[3,2,1-hi]indol-14-one NC=1SC2=C(N1)C(=CC=C2F)C2=C1C=CN3C1=C(C=C2F)C(N2[C@@H](CC3)CNCC2)=O